2-((3-(4-((1-ethyl-1H-pyrazol-4-yl)oxy)phenyl)-1,2,4-oxadiazol-5-yl)methyl)acrylic acid C(C)N1N=CC(=C1)OC1=CC=C(C=C1)C1=NOC(=N1)CC(C(=O)O)=C